methyl 2-(2-(2-imino-4-oxo-thiazolidin-5-yl)-acetamido)-4,5-dimethyl-thiophene-3-carboxylate N=C1SC(C(N1)=O)CC(=O)NC=1SC(=C(C1C(=O)OC)C)C